NC1=C2N=CN(C2=NC(=N1)F)[C@H]1C[C@@H]([C@@](O1)(C#C)CO[P@@](=O)(OC1=CC=CC=C1)N[C@@H](C)C(=O)OCCCCCCCCCC)O Decyl ((R)-(((2R,3S,5R)-5-(6-amino-2-fluoro-9H-purin-9-yl)-2-ethynyl-3-hydroxytetrahydrofuran-2-yl) methoxy)(phenoxy)phosphoryl)-L-alaninate